NC1=NC(=NC=C1)C=1C(=NN(C1OCC[C@H](C)NC1=C(C=NC(=C1)Cl)C1=NC=C(C=C1)S(=O)(=O)C)C)C (S)-N-(4-((4-(4-Aminopyrimidin-2-yl)-1,3-dimethyl-1H-pyrazol-5-yl)oxy)butan-2-yl)-6'-chloro-5-(methylsulfonyl)-[2,3'-bipyridin]-4'-amine